ClC1=C(C2=C(C=N1)C(=CN2C)C2[C@@H]1CN(C[C@H]21)C(=O)OC(C)(C)C)F tert-butyl (1R,5S,6s)-6-(6-chloro-7-fluoro-1-methyl-1H-pyrrolo[3,2-c]pyridin-3-yl)-3-azabicyclo[3.1.0]hexane-3-carboxylate